O1CC(C1)C(=O)O 1,1-dioxetane-3-carboxylic acid